4-(5-(2,6-dimethylphenoxy)-1-methyl-2-oxo-1,2-dihydropyridin-4-yl)-6-methyl-7-oxo-1-tosyl-6,7-dihydro-1H-pyrrolo[2,3-c]pyridine-2-carboxylic acid ethyl ester C(C)OC(=O)C1=CC2=C(C(N(C=C2C2=CC(N(C=C2OC2=C(C=CC=C2C)C)C)=O)C)=O)N1S(=O)(=O)C1=CC=C(C)C=C1